C=1(C(=CC=CC1)C(=O)NC(C(=O)OSSC1=NC=CC=C1)CCCC)C (2-pyridyldithio) toluamidohexanoate